[N+](=O)([O-])C1=CC=C(C=N1)C=1NC=2N=C(NC(C2N1)=O)NC1=NC=CC=C1 8-(6-nitropyridin-3-yl)-2-(pyridin-2-ylamino)-1,9-dihydro-6H-purin-6-one